(3R,4R)-N,N-dibenzyl-4-fluoro-1-(6-methylpyridin-3-yl)pyrrolidin-3-amine C(C1=CC=CC=C1)N([C@@H]1CN(C[C@H]1F)C=1C=NC(=CC1)C)CC1=CC=CC=C1